C(C=C)OC(C)OCC=C diallyl-oxyethane